C(C)OC(C1=C(C(=NC=C1)Cl)[N+](=O)[O-])=O 2-chloro-3-nitroisonicotinic acid ethyl ester